tert-butyl 1-methyl-4-((6-(1-methyl-1H-pyrazol-4-yl)pyrazolo[1,5-a]pyrazin-4-yl)oxy)-2-azabicyclo[2.1.1]hexane-2-carboxylate CC12N(CC(C1)(C2)OC=2C=1N(C=C(N2)C=2C=NN(C2)C)N=CC1)C(=O)OC(C)(C)C